N,N',N''-trimethylmelamine CNC1=NC(=NC(=N1)NC)NC